1-((2R,5S)-4-(7-(3-amino-5-methylbenzo[d]isoxazol-4-yl)-6-chloro-8-fluoro-2-(3-oxo-3-(pyrrolidin-1-yl)propylamino)quinazolin-4-yl)-2,5-dimethylpiperazin-1-yl)prop-2-en-1-one NC1=NOC2=C1C(=C(C=C2)C)C2=C(C=C1C(=NC(=NC1=C2F)NCCC(N2CCCC2)=O)N2C[C@H](N(C[C@@H]2C)C(C=C)=O)C)Cl